[NH4+].OC1=C(C(=O)N2CC3=CC=C(C=C3C2)CN2CCN(CC2)CCCCCNC(=O)C=2C=CC(=C(C(=O)[O-])C2)C=2C3=CC=C(C=C3OC3=CC(C=CC23)=[N+](C)C)N(C)C)C=C(C(=C1)O)C(C)C 5-((5-(4-((2-(2,4-Dihydroxy-5-isopropylbenzoyl)isoindolin-5-yl)methyl)piperazin-1-yl)pentyl)carbamoyl)-2-(6-(dimethylamino)-3-(dimethyliminio)-3H-xanthen-9-yl)benzoate ammonium